5-[(1S)-1-(4-BROMOPHENOXY)ETHYL]-2H-TETRAZOLE BrC1=CC=C(O[C@@H](C)C=2N=NNN2)C=C1